2-bromo-5-chloro-[1,2,4]triazolo[1,5-a]pyridine BrC1=NN2C(C=CC=C2Cl)=N1